C(C=C)(=O)O 2-propenoic acid